(S)-10-((5-Chloro-2-((S)-3-methylazepan-1-yl)pyrimidin-4-yl)amino)-2-cyclopropyl-3,3-difluoro-7-methyl-1,2,3,4-tetrahydro-[1,4]oxazepino[2,3-c]chinolin-6(7H)-on ClC=1C(=NC(=NC1)N1C[C@H](CCCC1)C)NC1=CC=2C3=C(C(N(C2C=C1)C)=O)OCC([C@@H](N3)C3CC3)(F)F